O1CCNCC2=C1C=CC=C2 3,4-dihydrobenzo[f][1,4]oxazepine